OCC(C)(C)NC1=NC(=C(C(=O)NC2=NC(=CC=C2)N2CC(CCC2)(C)O)C=C1)N1CCC2(CC2)CC1 6-((1-hydroxy-2-methylpropan-2-yl)amino)-N-(6-(3-hydroxy-3-methylpiperidin-1-yl)pyridin-2-yl)-2-(6-azaspiro[2.5]octan-6-yl)nicotinamide